2-chloro-3-(difluoromethoxy)pyridine ClC1=NC=CC=C1OC(F)F